(E,Z)-4,6-hexadecadienol C(CC\C=C\C=C/CCCCCCCCC)O